3-(tert-butyl)-N-(4-(6-(3,6-dihydro-2H-pyran-4-yl)pyrrolo[2,1-f][1,2,4]triazin-4-yl)-2-methylbenzyl)-1,2,4-oxadiazole-5-carboxamide C(C)(C)(C)C1=NOC(=N1)C(=O)NCC1=C(C=C(C=C1)C1=NC=NN2C1=CC(=C2)C=2CCOCC2)C